ClC=1C=2N(C=C(C1)C1(CNC1)O)C(=NC2)C 3-{8-chloro-3-methylimidazo[1,5-a]pyridin-6-yl}azetidin-3-ol